ClC=1C=C(C=CC1C1(C(C=C(C2=CC=CC=C12)\N=N\[H])S(=O)(=O)O)N)C1=CC(=C(C=C1)C1(C(C=C(C2=CC=CC=C12)\N=N\[H])S(=O)(=O)O)N)Cl 1,1'-(3,3'-dichloro[1,1'-biphenyl]-4,4'-diyl)bis{1-amino-4-[(E)-diazenyl]naphthalene-2-sulfonic acid}